ethyl 2-(3,4-difluorophenyl)-2,2-difluoroacetate FC=1C=C(C=CC1F)C(C(=O)OCC)(F)F